S1C=C(C=C1)CCO 2-(thiophen-3-yl)ethan-1-ol